BrC=1C=C(C=CC1O)C\C(\CNCCCC(=O)NO)=N/O (E)-4-(3-(3-bromo-4-hydroxyphenyl)-2-hydroxyimino-propylamino)-N-hydroxybutyramide